4-(2,6-diethyl-4-methylphenyl)-5-hydroxy-2,6-dimethyl-3(2H)-pyridazinone C(C)C1=C(C(=CC(=C1)C)CC)C=1C(N(N=C(C1O)C)C)=O